4-[[3-[4-(cyanomethoxy)-2,3-difluorophenyl]imidazo[1,2-a]pyrazin-8-yl]amino]-N-[2-[[(2S)-2,3-diaminopropanoyl]amino]ethyl]-2-ethyl-benzamide formate C(=O)O.C(#N)COC1=C(C(=C(C=C1)C1=CN=C2N1C=CN=C2NC2=CC(=C(C(=O)NCCNC([C@H](CN)N)=O)C=C2)CC)F)F